1-(3-(Benzylcarbamoyl)-4-fluorobenzyl)-5-fluoroquinazoline-2,4(1H,3H)-dione C(C1=CC=CC=C1)NC(=O)C=1C=C(CN2C(NC(C3=C(C=CC=C23)F)=O)=O)C=CC1F